ClC1=C(CNC(=O)N2[C@@H](CCC2=O)C(=O)NCC2=C(C=C(C=C2)Cl)Cl)C=CC(=C1)Cl (S)-N1,N2-Bis(2,4-dichlorobenzyl)-5-oxopyrrolidine-1,2-dicarboxamide